pentadecan-8-amine CCCCCCCC(CCCCCCC)N